C1(CCC1)CN[C@H]1CN(CCC1)C1=CC=C(N=N1)CNC(C1=CN=CC(=C1)OC)=O (R)-N-((6-(3-((cyclobutylmethyl)amino)piperidin-1-yl)pyridazin-3-yl)methyl)-5-methoxynicotinamide